ClC=1C=C(C=CC1)N1C(\C(\CC1=O)=C/C1=C(OC2=CC=C(C(=O)OC3=CC4=CC=CC=C4C=C3)C=C2)C=CC=C1)=O naphthalen-2-yl (Z)-4-(2-((1-(3-chlorophenyl)-2,5-dioxopyrrolidin-3-ylidene)methyl)phenoxy)benzoate